2-(4-(benzo[d]thiazol-2-ylmethyl)piperazin-1-yl)-6-fluoro-4-isobutylbenzonitrile S1C(=NC2=C1C=CC=C2)CN2CCN(CC2)C2=C(C#N)C(=CC(=C2)CC(C)C)F